FC(C=1C(=C(C=CC1)[C@@H](C)NC1=C2C(=C(N=N1)C)C=NC(=C2)C=2C=CC(=C(CN1CCC(CC1)C1=C(C=C(C=C1)C1C(NC(CC1)=O)=O)C)C2)F)F)F 3-(4-(1-(5-(1-(((R)-1-(3-(Difluoromethyl)-2-fluorophenyl)ethyl)amino)-4-methyl-pyrido[3,4-d]pyridazin-7-yl)-2-fluorobenzyl)piperidin-4-yl)-3-methylphenyl)piperidine-2,6-dione